indolyl-1-(3,5-dibromo-4-hydroxyphenyl)methane HCl Cl.N1C(=CC2=CC=CC=C12)CC1=CC(=C(C(=C1)Br)O)Br